FC1=C(C=CC=C1)C(C)OC(=O)NC=1C=NN(C1C)C 4-[1-(2-fluorophenyl)ethoxycarbonylamino]-1,5-dimethyl-pyrazol